NC1=C2C(=NC=N1)N(N=C2C2=C(C(=C(C=C2)OC)F)F)C(C)C2=NC1=CC=C(C=C1C(N2C2=CC=CC=C2)=O)F 2-(1-(4-amino-3-(2,3-difluoro-4-methoxyphenyl)-1H-pyrazolo[3,4-d]pyrimidin-1-yl)ethyl)-6-fluoro-3-phenylquinazolin-4(3H)-one